(4R)-4-(4,4-diethyl-2-imino-6-oxo-hexahydropyrimidin-1-yl)-N-[(3S,4R)-3-hydroxychroman-4-yl]tetralin-6-carboxamide C(C)C1(NC(N(C(C1)=O)[C@@H]1CCCC2=CC=C(C=C12)C(=O)N[C@H]1[C@@H](COC2=CC=CC=C12)O)=N)CC